C(C1=CC=CC=C1)N(C1=CC=C(C=C1)CO)C [4-[benzyl-(methyl)amino]phenyl]methanol